6-Cyclopropyl-5-(trifluoromethyl)pyridin C1(CC1)C1=C(C=CC=N1)C(F)(F)F